3-(4-(tert-butyl)phenyl)-2-methylpropanal C(C)(C)(C)C1=CC=C(C=C1)CC(C=O)C